(4-((6,7-dimethoxyquinolin-4-yl)oxy)-3-fluorophenyl)-3-(4-fluorophenyl)-1-cyclobutyl-4-oxo-1,4-dihydropyridine-2,5-dicarboxamide COC=1C=C2C(=CC=NC2=CC1OC)OC1=C(C=C(C=C1)C1=C(C(C(=C(N1C1CCC1)C(=O)N)C1=CC=C(C=C1)F)=O)C(=O)N)F